5-amino-4-(3-hydroxy-2,6-dimethylphenyl)-1,2,9-trimethyl-7,9-dihydro-3,4,7,9,10-pentaazabenzo[cd]cyclopenta[f]azulen-6(4H)-one NC=1N(C=2C3=C(C=4C(NC(C13)=O)=CN(N4)C)C(=C(N2)C)C)C2=C(C(=CC=C2C)O)C